P(O[Si](C)(C)C(C)(C)C)(O[Si](C)(C)C(C)(C)C)O[Si](C)(C)C(C)(C)C Tri(tert-butyldimethylsilyl) phosphite